2-((3,5-dichloro-4-(4-hydroxy-3-isopropylbenzyl)phenyl)thio)-N-(pyridazin-4-yl)acetamide ClC=1C=C(C=C(C1CC1=CC(=C(C=C1)O)C(C)C)Cl)SCC(=O)NC1=CN=NC=C1